O=S1(CCCC2=CC(=CC=C12)NC1=NC=C(C(=N1)N[C@H](CO)C1=CC=CC=C1)C1=NC(=NO1)CC)=O (2S)-2-[[2-[(1,1-dioxo-3,4-dihydro-2H-thiochromen-6-yl)amino]-5-(3-ethyl-1,2,4-oxadiazol-5-yl)pyrimidin-4-yl]amino]-2-phenyl-ethanol